2-(4-(5-chlorothien-2-yl)phenyl)-N-((1r,2r)-1-(4-cyclopropoxyphenyl)-1-hydroxy-3-(pyrrolidin-1-yl)propan-2-yl)-2,2-difluoroacetamide ClC1=CC=C(S1)C1=CC=C(C=C1)C(C(=O)N[C@@H]([C@H](O)C1=CC=C(C=C1)OC1CC1)CN1CCCC1)(F)F